C(C=C)(=O)OC1=C(C(=C(C=C1)C1(C2=CC=CC=C2C=2C=CC=CC12)C1=C(C(=C(C=C1)OC(C=C)=O)OCCC)OCCC)OCCC)OCCC 9,9-bis(4-acryloxydipropoxyphenyl)fluorene